ClCCN1C(=NC2=C(C1=O)C=NN2C2=CC=C(C=C2)Cl)C=2C(=NC=CC2)Cl 5-(2-chloroethyl)-1-(4-chlorophenyl)-6-(2-chloropyridin-3-yl)-1,5-dihydro-4H-pyrazolo[3,4-d]pyrimidin-4-one